benzyl 4-[4-[(2,4-dioxohexahydropyrimidin-1-yl)methyl]-2,6-difluoro-phenyl]piperazine-1-carboxylate O=C1N(CCC(N1)=O)CC1=CC(=C(C(=C1)F)N1CCN(CC1)C(=O)OCC1=CC=CC=C1)F